di(trimethylsilyloxy)ethylene C[Si](OC=CO[Si](C)(C)C)(C)C